S(=O)(=O)(C1=CC=C(C)C=C1)N1C=CC2=C1C=NNC2=O 1-tosyl-1,5-dihydro-4H-pyrrolo[2,3-d]pyridazin-4-one